8,9-difluoropyrido[3',4':4,5]pyrimido[1,2-a]indol-5(11H)-one FC=1C(=CC=2CC=3N(C2C1)C(C1=C(N3)C=NC=C1)=O)F